N-[[2-(4-chlorophenyl)benzotriazol-5-yl]aminothioformyl]benzamide ClC1=CC=C(C=C1)N1N=C2C(=N1)C=CC(=C2)NC(=S)NC(C2=CC=CC=C2)=O